Bis(4-hydroxy-3,5-dicyclohexylphenyl)methane OC1=C(C=C(C=C1C1CCCCC1)CC1=CC(=C(C(=C1)C1CCCCC1)O)C1CCCCC1)C1CCCCC1